COC=CC1=C(CCCC1C)C (2-methoxyvinyl)-1,3-dimethylcyclohex-1-ene